1-[(1R,5S,6S)-6-[2-[4-amino-7-(oxolan-3-yl)-5-[4-(pyridin-2-yloxy)phenyl]-7H-pyrrolo[2,3-d]pyrimidin-6-yl]ethynyl]-3-azabicyclo[3.1.0]hexan-3-yl]prop-2-en-1-one NC=1C2=C(N=CN1)N(C(=C2C2=CC=C(C=C2)OC2=NC=CC=C2)C#CC2[C@@H]1CN(C[C@H]21)C(C=C)=O)C2COCC2